ClC=1C=CC(=C(C1)S(=O)(=O)NC1=CC=C(C=C1)C1=NC(=C2C(=N1)NN=C2C)O[C@H]2[C@H](CN(CC2)C(C)C)F)F 5-chloro-2-fluoro-N-(4-(4-(((3S,4R)-3-fluoro-1-isopropylpiperidin-4-yl)oxy)-3-methyl-1H-pyrazolo[3,4-d]pyrimidin-6-yl)phenyl)benzenesulfonamide